N-(2-ethyl-6-methylchroman-4-yl)-2-oxo-6-(trifluoromethyl)-1,2-dihydropyridine-3-carboxamide C(C)C1OC2=CC=C(C=C2C(C1)NC(=O)C=1C(NC(=CC1)C(F)(F)F)=O)C